COC1=C(C=C2C(=C1)CC(C2=O)CC3CCN(CC3)CC4=CC=CC=C4)OC.Cl (+/-)-2-[(1-benzyl-4-piperidyl)methyl]-5,6-dimethoxy-1-indanone Hydrochloride